N-(2,6-dimethyl-4-(7-(trifluoromethoxy)-1,3,4,5-tetrahydro-2H-benzo[c]azepin-2-yl)phenyl)-3,3-dimethylbutanamide CC1=C(C(=CC(=C1)N1CC2=C(CCC1)C=C(C=C2)OC(F)(F)F)C)NC(CC(C)(C)C)=O